dichloromethyl-(2-vinylphenyl)silane ClC(Cl)[SiH2]C1=C(C=CC=C1)C=C